(E)-6-(4-ethoxyphenyl)-N'-(thiophen-2-ylmethylene)picolinohydrazide C(C)OC1=CC=C(C=C1)C1=CC=CC(=N1)C(=O)N/N=C/C=1SC=CC1